methacryl-oxyethyltrimethyl-ammonium chloride [Cl-].C(=O)(C(=C)C)OCC[N+](C)(C)C